1,1'-bis(Diphenylphosphino)ferrocene palladium(II) dichloride [Pd](Cl)Cl.C1(=CC=CC=C1)P([C-]1C=CC=C1)C1=CC=CC=C1.[C-]1(C=CC=C1)P(C1=CC=CC=C1)C1=CC=CC=C1.[Fe+2]